FC(C1=NC2=C(C=CC=C2C=C1C(=O)N)C1=C(C(=CC(=C1)F)F)F)(F)F 2-(trifluoromethyl)-8-(2,3,5-trifluorophenyl)quinoline-3-carboxamide